2,5-Bis(aminomethyl)-tetrahydrofuran NCC1OC(CC1)CN